C(C)C1=NC=C2N1CCN(C2)C(=O)OC(C)(C)C tert-butyl 3-ethyl-5,6-dihydroimidazo[1,5-a]pyrazine-7(8H)-carboxylate